N-((3-chloro-4-fluorophenyl)(5-methyl-4-(methylsulfinyl)-1H-imidazol-2-yl)methyl)-5-fluoro-6-methylpyridin ClC=1C=C(C=CC1F)C(N1CC=CC(=C1C)F)C=1NC(=C(N1)S(=O)C)C